tert-butyl (S)-4-(5-chloro-4-(3-((2-(imidazo[1,2-a]pyridin-3-yl) propan-2-yl) (methyl) carbamoyl) azetidin-1-yl) pyrimidin-2-yl)-2-methylpiperazine-1-carboxylate ClC=1C(=NC(=NC1)N1C[C@@H](N(CC1)C(=O)OC(C)(C)C)C)N1CC(C1)C(N(C)C(C)(C)C1=CN=C2N1C=CC=C2)=O